di-t-butoxy-m-xylene C(C)(C)(C)OC1=CC(=C(C=C1C)C)OC(C)(C)C